C(C1=CC=CC=C1)N1C(NC(C1=O)C1=CC=CC=C1)=N 1-BENZYL-2-IMINO-4-PHENYL-5-OXOIMIDAZOLIDIN